(1R,2S,5S)-N-[cyano(1,6-naphthyridin-8-yl)methyl]-3-[(2S)-3-cyclopropyl-2-[[(3R)-tetrahydrofuran-3-carbonyl]amino]propanoyl]-6,6-dimethyl-3-azabicyclo[3.1.0]hexane-2-carboxamide C(#N)C(NC(=O)[C@@H]1[C@H]2C([C@H]2CN1C([C@H](CC1CC1)NC(=O)[C@H]1COCC1)=O)(C)C)C=1C=NC=C2C=CC=NC12